6-((1-hydroxy-2-methylpropan-2-yl)amino)-N-(3-(1-methyl-1H-pyrazol-5-yl)phenyl)-2-(6-azaspiro[2.5]oct-6-yl)nicotinamide OCC(C)(C)NC1=NC(=C(C(=O)NC2=CC(=CC=C2)C2=CC=NN2C)C=C1)N1CCC2(CC2)CC1